5-fluoro-2-(trifluoromethyl)benzyl cyanide FC=1C=CC(=C(CC#N)C1)C(F)(F)F